FC(F)(F)NC(CO)C 2-[(trifluoromethyl)amino]propan-1-ol